(tert-butoxycarbonyl)-3-(methoxymethyl)pyrrolidine-3-carboxylic acid C(C)(C)(C)OC(=O)N1CC(CC1)(C(=O)O)COC